CCCCCCCCCCCCCCCCCCC(=O)O[C@H](COC(=O)CCCCCCC/C=C\C/C=C\CCCCC)COP(=O)(O)OC[C@H](CO)O 1-(9Z,12Z-octadecadienoyl)-2-nonadecanoyl-glycero-3-phospho-(1'-sn-glycerol)